N[C@H]1C2N(CC1CC2)C(=O)C=2C=C(C=1N(C2)N=C(C1C)C1=CC=2C(=NC(=CC2)N2CC(C2)OC)N1CC1CC1)F ((7R)-7-amino-2-azabicyclo[2.2.1]hept-2-yl)(2-(1-(cyclopropylmethyl)-6-(3-methoxyazetidin-1-yl)-1H-pyrrolo[2,3-b]pyridin-2-yl)-4-fluoro-3-methylpyrazolo[1,5-a]pyridin-6-yl)methanone